FC(C1=NC(=C(C(=O)O)C=C1)NC1=C(C=C(C=C1)F)C(C)C)F 6-(difluoromethyl)-2-((4-fluoro-2-isopropylphenyl)amino)nicotinic acid